isobutyl allylthiocarbamate C(C=C)NC(OCC(C)C)=S